ClC1=C(C=CC=C1C=1C=NSC1)C(=O)N1C[C@H]2CO[C@](CN2CC1)(O)C1=CC(=C(C=C1)F)Cl (2-chloro-3-(isothiazol-4-yl)phenyl)((3R,9aS)-3-(3-chloro-4-fluorophenyl)-3-hydroxyhexahydropyrazino[2,1-c][1,4]oxazin-8(1H)-yl)methanone